FC1=C(C#N)C=CC(=C1C)C1=CC=CC=2N1N=CN2 2-fluoro-3-methyl-4-{[1,2,4]triazolo[1,5-a]pyridin-5-yl}benzonitrile